5-((3-(difluoromethyl)pyridin-2-yl)methyl)-7-((1R,3S)-3-(2-fluoro-6-methylphenyl)cyclopentyl)-3-methylpyrido[2,3-b]pyrazin-6(5H)-one FC(C=1C(=NC=CC1)CN1C(C(=CC=2C1=NC(=CN2)C)[C@H]2C[C@H](CC2)C2=C(C=CC=C2C)F)=O)F